N1C=C(C2=CC=CC=C12)CC(\C=C\C(C)C)NC(=O)C1=CC2=C(S1)C=C(C=C2)N2CCN(CC2)C (E)-N-(1-(1H-indol-3-yl)-5-methyl-3-hexene-2-yl)-6-(4-methylpiperazin-1-yl)benzo[b]-thiophene-2-carboxamide